6-((1S,2S)-2-(2,5-difluorophenyl)cyclopropanecarbonyl)-2-(1-phenylcyclopropyl)-5,6,7,8-tetrahydropyrido[4,3-d]pyrimidin-4(3H)-one FC1=C(C=C(C=C1)F)[C@@H]1[C@H](C1)C(=O)N1CC2=C(N=C(NC2=O)C2(CC2)C2=CC=CC=C2)CC1